NC=1N=C(C2=C(N1)C(=NN2CC2=C(C=CC(=C2)CNC2CCOCC2)OC)C)N[C@H](CCO)CCC (3S)-3-({5-amino-1-[(2-methoxy-5-{[(oxan-4-yl)amino]methyl}phenyl)methyl]-3-methyl-1H-pyrazolo[4,3-d]pyrimidin-7-yl}amino)-hexan-1-ol